ClC=1C=C(C=CC1F)[C@H](NC(=O)N1CC(NCC1)=O)C12CCC(CC1)(CC2)C(F)(F)F N-((R)-(3-chloro-4-fluorophenyl)(4-(trifluoromethyl)bicyclo[2.2.2]octan-1-yl)methyl)-3-oxopiperazine-1-carboxamide